C1(CC1)CN1[C@H]2[C@@]3(CCC([C@H]4[C@@]3(C=3C(=C(C=CC3C2)O)O4)CC1)=C)O 17-cyclopropylmethyl-4,5α-epoxy-6-methylenemorphinan-3,14-diol